N-tert-butyl-2'-(quinolin-3-yl)-5',6'-dihydrospiro[azetidine-3,4'-pyrrolo[1,2-b]pyrazole]-1-carboxamide C(C)(C)(C)NC(=O)N1CC2(CCN3N=C(C=C32)C=3C=NC2=CC=CC=C2C3)C1